FC1=C(C=CC(=C1C)C(NC1=NC=CC(=C1)OC)=O)C1=NN2C(NC3=C(CC2)C=CC=C3)=C1C(=O)N 2-(2-fluoro-4-((4-methoxypyridin-2-yl)carbamoyl)-3-methylphenyl)-9,10-dihydro-4H-benzo[d]pyrazolo[1,5-a][1,3]diazepine-3-carboxamide